N-(5-Fluoro-6-(4-(2-(2-oxopyrrolidin-1-yl)propan-2-yl)-1H-imidazol-1-yl)pyridin-3-yl)-2-(5-methyl-3-(trifluoromethyl)-1H-pyrazol-1-yl)acetamide FC=1C=C(C=NC1N1C=NC(=C1)C(C)(C)N1C(CCC1)=O)NC(CN1N=C(C=C1C)C(F)(F)F)=O